5-chloro-2-fluoro-3-[4-fluoro-3-methyloxan-4-yl]pyridine ClC=1C=C(C(=NC1)F)C1(C(COCC1)C)F